3-(N-phenyl)aminopropyl-trimethoxysilane C1(=CC=CC=C1)NCCC[Si](OC)(OC)OC